FC(C(=O)N1[C@H](CCC1)C1=C(CC2CCN(CC2)C(=O)OC(C)(C)C)C=CC=C1)(F)F (R)-tert-butyl 4-(2-(1-(2,2,2-trifluoroacetyl)pyrrolidin-2-yl)benzyl)piperidine-1-carboxylate